(but-3-enyloxy)cyclohex-1-enecarboxylic acid ethyl ester C(C)OC(=O)C1=C(CCCC1)OCCC=C